2-butyl-4-pyrone C(CCC)C=1OC=CC(C1)=O